FC(C(=O)O)(F)F.C1(=CC=CC=C1)O Phenol trifluoroacetate